(4-ditert-butoxyphosphoryloxyphenyl)methyl (4-nitrophenyl) carbonate C(OCC1=CC=C(C=C1)OP(=O)(OC(C)(C)C)OC(C)(C)C)(OC1=CC=C(C=C1)[N+](=O)[O-])=O